ClC=1C(=CC(=C(C1)S(=O)(=O)N(CC1=CC=C(C=C1)OC)C1=NC(=CC=C1)F)F)C1=CC(CC1)=O 5-chloro-2-fluoro-N-(6-fluoropyridin-2-yl)-N-(4-methoxybenzyl)-4-(3-oxocyclopent-1-en-1-yl)benzenesulfonamide